Bis(o-tolyl)oxonium tetrakis(pentafluorophenyl)borate FC1=C(C(=C(C(=C1[B-](C1=C(C(=C(C(=C1F)F)F)F)F)(C1=C(C(=C(C(=C1F)F)F)F)F)C1=C(C(=C(C(=C1F)F)F)F)F)F)F)F)F.C1(=C(C=CC=C1)[OH+]C1=C(C=CC=C1)C)C